tert-butyl (S)-(1-(5-((4,4-difluorocyclohexyl)carbamoyl)-3-(3,5-difluorophenyl)-2-methoxypyridin-4-yl)-3-methylpyrrolidin-3-yl)carbamate FC1(CCC(CC1)NC(=O)C=1C(=C(C(=NC1)OC)C1=CC(=CC(=C1)F)F)N1C[C@@](CC1)(C)NC(OC(C)(C)C)=O)F